C[C@]12[C@H]3CC[C@]4([C@@H](CC[C@H]4[C@@H]3CC=C2C[C@H](CC1)O)[C@](C)(CCCCCC)O)C (3S,8S,9S,10R,13R,14S,17R)-10,13-dimethyl-17-[(S)-2-hydroxyoctan-2-yl]-2,3,4,7,8,9,11,12,14,15,16,17-dodecahydro-1H-cyclopenta[a]phenanthren-3-ol